C1=C(C=CC=2OC3=C(C21)C=CC=C3)C3=NC(=NC(=C3)C3=CC=CC=C3)C3=C(C=CC=C3)C3=CC=C2C=1C=CC(=CC1C1(C2=C3)CCCCC1)C#N 7'-(2-(4-(dibenzo[b,d]furan-2-yl)-6-phenylpyrimidin-2-yl)phenyl)spiro[cyclohexane-1,9'-fluorene]-2'-carbonitrile